6-(2-(5,6-Dihydro-4H-pyrrolo[1,2-b]pyrazol-2-yl)cyclobutyl)-4-oxo-1-(1-(6-(trifluoromethyl)pyridin-3-yl)ethyl)-4,5-dihydro-1H-pyrazolo[3,4-d]pyrimidin-3-carbonitril N=1N2C(=CC1C1C(CC1)C=1NC(C3=C(N1)N(N=C3C#N)C(C)C=3C=NC(=CC3)C(F)(F)F)=O)CCC2